methyl (2R,2R,6S)-2-hydroxy-9-(hydroxymethyl)-3-oxabicyclo[4.3.0]nona-4,8-diene-5-carboxylate O[C@H]1C2C(=CC[C@@H]2C(=CO1)C(=O)OC)CO